2-(2-Fluoro-4-methoxyphenyl)-N-[(3S)-2-oxo-5-phenyl-1,3-dihydro-1,4-benzodiazepin-3-yl]pyrazolo[1,5-a]pyrimidine-3-carboxamide FC1=C(C=CC(=C1)OC)C1=NN2C(N=CC=C2)=C1C(=O)N[C@@H]1C(NC2=C(C(=N1)C1=CC=CC=C1)C=CC=C2)=O